2-((6-((3-bromobenzyl)amino)-2-(prop-1-yn-1-yl)-9H-purine-9-yl)methyl)tetrahydrothiophene-3,4-diol BrC=1C=C(CNC2=C3N=CN(C3=NC(=N2)C#CC)CC2SCC(C2O)O)C=CC1